COC=1C=C(C=CC1)C1=CC=2C(C3=CC(=CC=C3C2C=C1)C1=CC(=CC=C1)OC)(C1=CC=C(C=C1)O)C1=CC=C(C=C1)O 2,7-bis(3-methoxyphenyl)-9,9-bis(4-hydroxyphenyl)fluorene